CC1=C(C(=CC=C1)C)C1=CC(=CC=C1)C 2,3',6-trimethyl-[1,1'-biphenyl]